methyl 6-(((1-(cyanomethyl) cyclopropyl) methyl) amino)-5-nitropicolinate C(#N)CC1(CC1)CNC1=C(C=CC(=N1)C(=O)OC)[N+](=O)[O-]